N=1C=C(N2C1C=NC=C2)CN2CCC1=CC=C(C=C21)C(=O)NC2=CC(=CC(=C2)C(F)(F)F)N2C=NC(=C2)C 1-(Imidazo[1,2-a]pyrazin-3-ylmethyl)-N-(3-(4-methyl-1H-imidazol-1-yl)-5-(trifluoromethyl)phenyl)indolin-6-carboxamid